2-allyl-2-nitropenten-4-enoic acid ethyl ester C(C)OC(C(C=C=C)([N+](=O)[O-])CC=C)=O